(1-(naphthalen-1-yl)cyclopropyl)-2,3-dihydrobenzofuran-6-carboxamide C1(=CC=CC2=CC=CC=C12)C1(CC1)C1OC2=C(C1)C=CC(=C2)C(=O)N